3-{4-[(1s,4r,5r)-5-{[4-cyclopropyl-1-(2,6-dichlorophenyl)-1H-pyrazol-5-yl]methoxy}-3-oxo-2-azabicyclo[2.2.1]heptan-2-yl]-3-fluorophenyl}propanoic acid C1(CC1)C=1C=NN(C1CO[C@H]1[C@@H]2C(N([C@H](C1)C2)C2=C(C=C(C=C2)CCC(=O)O)F)=O)C2=C(C=CC=C2Cl)Cl